(R)-8-chloro-N-(1-methylpiperidin-3-yl)pyrido[2,3-d]pyridazin-5-amine ClC=1N=NC(=C2C1N=CC=C2)N[C@H]2CN(CCC2)C